CC1=C2[C@H]3[C@H](C3(C)C)CC[C@@]2(CCC1)C The molecule is a sesquiterpene that is 1a,2,3,3a,4,5,6,7b-octahydro-1H-cyclopropa[a]naphthalene carrying foru methyl substituents at positions 1, 1, 3a and 7. It has a role as a volatile oil component and a plant metabolite. It is a sesquiterpene, a carbotricyclic compound and a polycyclic olefin.